5-(4-((5-chloro-3-ethyl-2,4-dioxo-1,2,3,4-tetrahydroquinazolin-7-yl)methyl)piperazin-1-yl)-N,6-dimethylpicolinamide ClC1=C2C(N(C(NC2=CC(=C1)CN1CCN(CC1)C=1C=CC(=NC1C)C(=O)NC)=O)CC)=O